(5S)-1-benzoyl-5-methoxymethyloxy-piperidine-2,2-dicarboxylic acid diethyl ester C(C)OC(=O)C1(N(C[C@H](CC1)OCOC)C(C1=CC=CC=C1)=O)C(=O)OCC